CC=1N=C(SC1)CN1C(CCC1=O)C(C(C#N)=S1CCCC1)=O 3-{1-[(4-Methyl-1,3-thiazol-2-yl)methyl]-5-oxopyrrolidin-2-yl}-3-oxo-2-(1λ4-thiolan-1-ylidene)propanenitrile